OC(C)C1=C(C=C(C(=O)N(C)C)C=C1)C1=CC2=C(NC(=N2)C)C=C1 4-(1-hydroxyethyl)-N,N-dimethyl-3-(2-Methyl-1H-benzimidazol-5-yl)benzamide